(S)-4-(3-(but-2-ynylamino)piperidin-1-yl)-5-fluoro-2,3-dimethyl-1H-indole-7-carboxamide C(C#CC)N[C@@H]1CN(CCC1)C1=C2C(=C(NC2=C(C=C1F)C(=O)N)C)C